(R)-5-(5-(2-fluoro-4-methylphenyl)-1-propionyl-4,5-dihydro-1H-pyrazol-3-yl)-4-methylthiophene FC1=C(C=CC(=C1)C)[C@H]1CC(=NN1C(CC)=O)C1=C(C=CS1)C